C1(CC1)C1=CC(=CC(=N1)NC(C=1C(N(C=C(C1)CN(C)CCOC)C1CC1)=O)=O)C1=C(C=C(C=C1)F)C1=NN=CN1C N-{6-cyclopropyl-4-[4-fluoro-2-(4-methyl-4H-1,2,4-triazol-3-yl)phenyl]-2-pyridyl}-1-cyclopropyl-5-{[(2-methoxyethyl)-N-methylamino]methyl}-2-oxo-1,2-dihydronicotinamide